4-(2-Cyclopropylethoxy)-7-isopropyl-2,2-dimethyl-11-oxo-2,6,7,11-tetrahydro-1H-furo[2,3-H]pyrido[2,1-a]isoquinoline-10-carboxylic acid C1(CC1)CCOC1=CC=2CC(N3C(C2C2=C1OC(C2)(C)C)=CC(C(=C3)C(=O)O)=O)C(C)C